((3-methyl-4-carbonyl-3,4-dihydroquinazolin-8-yl)amino)pyridazine-3-carboxamide CN1C=NC2=C(C=CC=C2C1=C=O)NC1=C(N=NC=C1)C(=O)N